2-iodo-2',6-dimethyl-6'-selenocyano-1,1'-biphenyl IC1=C(C(=CC=C1)C)C1=C(C=CC=C1[Se]C#N)C